FC=1C=C2CN(CC2=CC1OCCN1CCOCC1)C1=C(C(N(N=C1)COCC[Si](C)(C)C)=O)C(F)(F)F 5-[5-fluoro-6-[2-(morpholin-4-yl)ethoxy]-2,3-dihydro-1H-isoindol-2-yl]-4-(trifluoromethyl)-2-[[2-(trimethylsilyl)ethoxy]methyl]-2,3-dihydropyridazin-3-one